N-(6-([1,1'-biphenyl]-3-ylmethyl)-5-((1r,3r)-3-fluorocyclobutane-1-carbonyl)-5-azaspiro[2.4]heptan-7-yl)methanesulfonamide C1(=CC(=CC=C1)CC1N(CC2(CC2)C1NS(=O)(=O)C)C(=O)C1CC(C1)F)C1=CC=CC=C1